3-benzylpyrazolo[1,5-a]pyrido[4,3-e]pyrimidin-5(4H)-one C(C1=CC=CC=C1)C=1C=NN2C1NC(C1=C2C=NC=C1)=O